[1,4,5]oxadiazepine O1C=CN=NC=C1